C(CC)C1(C=CC=C1)[Hf]C1(C=C(C=C1)CCCC)CCC (n-propylcyclopentadienyl)(1-n-propyl-3-n-butylcyclopentadienyl)hafnium